[OH-].C[N+]1([C@H](CCC[C@H]1C)C)C N,N-dimethyl-2,6-cis-dimethylpiperidinium hydroxide